8-propyl-2,6-diphenyl-9H-purine C(CC)C=1NC2=NC(=NC(=C2N1)C1=CC=CC=C1)C1=CC=CC=C1